FC=1C(=CC(=NC1)C)NC=1C=NC=2CC(N(C(C2C1)([2H])[2H])C1=C(C(=C(N=N1)C#N)C)C)([2H])[2H] 6-(3-((5-fluoro-2-methylpyridin-4-yl)amino)-7,8-dihydro-1,6-naphthyridin-6(5H)-yl-5,5,7,7-d4)-4,5-dimethylpyridazine-3-carbonitrile